FC1(CCN(CC1)C(=O)C=1C=C2C(=NC1)N(C=C2)C=2C=CC(=NC2)C(=O)N)F 5-(5-(4,4-difluoropiperidine-1-carbonyl)-1H-pyrrolo[2,3-b]pyridin-1-yl)picolinamide